Cl.N[C@@H](CCCNC(N)=N)C(=O)O arginine monohydrochloride